1-(4-nitro-1H-pyrazol-1-yl)cyclopropane-1-carboxamide [N+](=O)([O-])C=1C=NN(C1)C1(CC1)C(=O)N